3-methyl-4-methoxycinnamate CC=1C=C(C=CC(=O)[O-])C=CC1OC